4-amino-5-chloro-2-methoxy-N-[(2S,4S)-1-ethyl-2-hydroxymethyl-4-pyrrolidinyl]benzamide NC1=CC(=C(C(=O)N[C@H]2C[C@H](N(C2)CC)CO)C=C1Cl)OC